C(C)(C)(C)OC(=O)CC[C@@H](C(NCCOCCOCCOCCOCCOCCOCCOC)=O)NC(CCC(=O)N1C2=C(C#CC3=C(C1)C=CC=C3)C=CC=C2)=O (25S)-25-{[4-(11,12-didehydrodibenzo[b,f]azocin-5(6H)-yl)-4-oxobutanoyl]amino}-24-oxo-2,5,8,11,14,17,20-heptaoxa-23-azaheptacosan-27-carboxylic acid tert-butyl ester